C1(CC1)CN1[C@H]2[C@@]3(CC[C@]4([C@H]5[C@]3(CC1)C1=C(O5)C(=CC=C1C2)O)C(CC4)=O)O (1S,4'R,4a'S,7a'R,12b'S)-3'-(cyclopropylmethyl)-4a',9'-dihydroxy-2',3',4',4a',5',6'-hexahydro-1'H,7a'H-spiro[cyclobutane-1,7'-[4,12]methanobenzofuro[3,2-e]isoquinolin]-2-one